C(CC)C1=CC=C(C(=S)C=2C=C3C(=CN(C3=CC2)NCCCC)C=2CCN(CC2)C)C=C1 5-(4-propylthiobenzoyl)-N-butylamino-3-(1-methyl-1,2,3,6-tetrahydropyridin-4-yl)-1H-indole